8-bromobenzo[4,5]thiopheno[2,3-c]pyridine BrC1=CC=CC2=C1SC=1C=NC=CC12